S1C(=NC2=C1C=CC=C2)NC(=O)C=2C=CC=C1CCN(CC21)C2=CC=C(C(=N2)C(=O)O)C=2C=NN(C2C)CC2(CCCCC2)OCCO 6-[8-(1,3-benzothiazol-2-ylcarbamoyl)-3,4-dihydroisoquinolin-2(1H)-yl]-3-(1-{[1-(2-hydroxyethoxy)cyclohexyl]methyl}-5-methyl-1H-pyrazol-4-yl)pyridine-2-carboxylic acid